2-(6-chloro-1H-pyrrolo[2,3-b]pyridin-1-yl)-2-methyl-N-(1-(pyrrolidin-1-ylmethyl)cyclopropyl)propanamide ClC1=CC=C2C(=N1)N(C=C2)C(C(=O)NC2(CC2)CN2CCCC2)(C)C